OB1OC2=C(CC1NC(C(CO)C1CCC(CC1)NCCNC)=O)C=CC=C2C(=O)O 2-hydroxy-3-(3-hydroxy-2-(4-((2-(methylamino)ethyl)amino)cyclohexyl)propanamido)-3,4-dihydro-2H-benzo[e][1,2]oxaborinine-8-carboxylic acid